tribenzylphosphonium chloride [Cl-].C(C1=CC=CC=C1)[PH+](CC1=CC=CC=C1)CC1=CC=CC=C1